C=C(C(=O)O)C(=O)O methylenmalonic acid